C(C)OC(CC1(C(N(CCC1)C(=O)OC(C)(C)C)CO[C@@H]1CC[C@@H](CC1)C1=CC=CC=C1)N[S@](=O)C(C)(C)C)=O tert-butyl 3-(2-ethoxy-2-oxoethyl)-3-{[(R)-2-methylpropane-2-sulfinyl]amino}-2-({[(CIS)-4-phenylcyclohexyl]oxy}methyl)piperidine-1-carboxylate